ClC1=CC(=CC2=C1N=C(S2)N)[N+](=O)[O-] 4-chloro-6-nitro-1,3-benzothiazol-2-amine